FC=1C(=C(C(=C(C(=O)O)C1F)C1=C(C(=C(C(=C1F)F)F)F)F)N1C(N(C(C(C1(F)F)(F)F)=O)F)=O)OC(F)(F)F.BrC1=CC=C(C=C1)NNC(CC1NC(C(C1=O)=C(C)NNC1=CC=C(C=C1)Cl)=O)=O N'-(4-bromophenyl)-2-(4-(1-(2-(4-chlorophenyl)hydrazino)ethylidene)-3,5-dioxopyrrolidin-2-yl)acethydrazide perfluorophenyl-3-(2,4-dioxotetrahydropyrimidin-1(2H)-yl)-4-methoxybenzoate